ClC=1C=C(OC2=CC=C(OCC34CC(C3)(C4)NC(OC(C)(C)C)=O)C=C2)C=C(C1OC1CC1)C#N Tert-butyl (3-((4-(3-chloro-5-cyano-4-cyclopropoxyphenoxy)phenoxy)methyl)bicyclo[1.1.1]pentan-1-yl)carbamate